F[C@@H](CN1N=NC(=C1)C(=O)OCC)CCC=1SC(=NN1)NC(CC1=NC=CC=C1)=O ethyl (R)-1-(2-fluoro-4-(5-(2-(pyridin-2-yl)acetamido)-1,3,4-thiadiazol-2-yl)butyl)-1H-1,2,3-triazole-4-carboxylate